NC=1C=C2C(=C(C(=NC2=CC1OCC)CC)C#N)NC1=CC(=C(C=C1)OCC1CCOCC1)Cl 6-amino-4-((3-chloro-4-((tetrahydro-2H-pyran-4-yl)methoxy)phenyl)amino)-7-ethoxy-2-ethylquinoline-3-carbonitrile